N1=C(C=CC(=C1)NC(=O)C1=CN=CS1)C1=NC=CC=C1 N-([2,2'-bipyridin]-5-yl)thiazole-5-carboxamide